OC1=CC=C(C=C1)C1CC(NC=2N=CNC(C21)=O)=O 5-(4-hydroxyphenyl)-5,6-dihydropyrido[2,3-d]pyrimidine-4,7(3h,8h)-dione